ClC1=C(N(N=C1)C)C=1C=C(C=CC1OC)NC(=O)NC1=C(C=CC=C1)OC(F)(F)F 1-[3-(4-Chloro-2-methyl-2H-pyrazol-3-yl)-4-methoxy-phenyl]-3-(2-trifluoromethoxy-phenyl)-urea